Cl.C(C)(C)(C)C=1SC2=C(N1)C(CC1(CCNCC1)C2)=O 2-(tert-butyl)-5H-spiro[benzo[d]thiazol-6,4'-piperidin]-4(7H)-one hydrochloride